CNC=1N=C(C(=NC1C=1C2=C(C=NC1)N(C=N2)C)C(=O)N)NC2=CC=C(C=C2)N2CC1CCC(C2)O1 5-(Methylamino)-6-(3-methylimidazo[4,5-c]pyridin-7-yl)-3-[4-(8-oxa-3-azabicyclo[3.2.1]octan-3-yl)anilino]pyrazin-2-carboxamid